C(C1=CC=CC=C1)SC=1C=CC(=C(C1)/C=C/C(=O)OCC)NC1=C(C=C(C(=C1)C)Br)OC (E)-ethyl 3-(5-(benzylthio)-2-((4-bromo-2-methoxy-5-methylphenyl)amino)phenyl)acrylate